CC=1N=CSC1C1=CC=C(C=C1)CNC1CCC1 N-[[4-(4-methylthiazol-5-yl)phenyl]methyl]cyclobutaneamine